(3S)-1-boc-3-(hydroxymethyl)-piperazine C(=O)(OC(C)(C)C)N1C[C@H](NCC1)CO